(2,4,6-triisopropylphenyl)dicyclopentylphosphine C(C)(C)C1=C(C(=CC(=C1)C(C)C)C(C)C)P(C1CCCC1)C1CCCC1